6-(dimethylamino)-4,4-diphenylhept-2-en-3-yl (2-((S)-2-benzamido-5-guanidinopentanamido)butyl)(methyl)carbamate C(C1=CC=CC=C1)(=O)N[C@H](C(=O)NC(CN(C(OC(=CC)C(CC(C)N(C)C)(C1=CC=CC=C1)C1=CC=CC=C1)=O)C)CC)CCCNC(=N)N